3,5-di(tert-butyl)phenol C(C)(C)(C)C=1C=C(C=C(C1)C(C)(C)C)O